(R)-N-(1-(6,7-difluoro-1-oxo-1,2-dihydroisoquinolin-4-yl)ethyl)-N-methylindolizine-2-carboxamide FC=1C=C2C(=CNC(C2=CC1F)=O)[C@@H](C)N(C(=O)C=1C=C2C=CC=CN2C1)C